(S)-quinuclidin-3-yl((R)-6-fluoro-5-(4-methoxy-3,5-dimethylphenyl)-2,2-dimethyl-2,3-dihydro-1H-inden-1-yl)carbamate N12C[C@H](C(CC1)CC2)OC(N[C@@H]2C(CC1=CC(=C(C=C21)F)C2=CC(=C(C(=C2)C)OC)C)(C)C)=O